Cl.NC=1C(=NC(=CN1)C=1C=NN(C1)C1CCN(CC1)C(=O)C1CCNCC1)C(=O)O[C@@H](C(=O)NC1=CC=C(C=C1)F)C1=CC=CC=C1 (R)-2-((4-fluorophenyl)amino)-2-oxo-1-phenylethyl 3-amino-6-(1-(1-(piperidin-4-carbonyl)piperidin-4-yl)-1H-pyrazol-4-yl)pyrazine-2-carboxylate hydrochloride